FC(C1=NN=C(O1)C=1C=CC(=NC1)CN1C(OC2=C1C=C(C(=C2)C2=CC(=NC=C2)N2CCNCC2)F)=O)F 3-((5-(5-(difluoromethyl)-1,3,4-oxadiazole-2-yl)pyridine-2-yl)methyl)-5-fluoro-6-(2-(piperazine-1-yl)pyridine-4-yl)benzo[d]oxazole-2(3H)-one